3-(4-chlorophenyl)-N-((4-iodophenyl)sulfonyl)-4-phenyl-5,6-dihydropyridazine ClC1=CC=C(C=C1)C=1NN(CCC1C1=CC=CC=C1)S(=O)(=O)C1=CC=C(C=C1)I